C(=O)(O)C=1C=C2C=CC(=C(C2=CC1)CC1=C2C=CC(=CC2=CC=C1O)C(=O)O)OCCN(CC)CC 5-((6-carboxy-2-(2-(diethylamino)ethoxy)naphthalen-1-yl)methyl)-6-hydroxy-2-naphthoic acid